C(C1=CC=CC=C1)OC=1C(C=CN2N([C@H]3N(C(C21)=O)CCOC3)C3C2=C(SCC1=C3C=CC(=C1F)F)SC=C2)=O (12aR)-7-benzyloxy-12-[(10R)-7,8-difluoro-4,9-dihydrothieno[2,3-c][2]benzothiepin-4-yl]-3,4,12,12a-tetrahydro-1H-[1,4]oxazino[3,4-c]pyrido[2,1-f][1,2,4]triazine-6,8-dione